(±)-N-(3-Bromo-2-fluorophenyl)-7-[(piperidin-1-yl)methyl]-7,8-dihydro[1,4]dioxino[2,3-g]quinazolin-4-amine BrC=1C(=C(C=CC1)NC1=NC=NC2=CC3=C(C=C12)O[C@@H](CO3)CN3CCCCC3)F |r|